tert-butyl (3S)-3-[3-[1-(2,6-dioxo-3-piperidyl)-3-methyl-2-oxo-benzimidazol-4-yl] propoxy]pyrrolidine-1-carboxylate O=C1NC(CCC1N1C(N(C2=C1C=CC=C2CCCO[C@@H]2CN(CC2)C(=O)OC(C)(C)C)C)=O)=O